O1CCCC=2C1=NC=C(C2)C(=O)N2[C@H](C=1C(CC2)=C(N(N1)C)C1=CC(=C(C(=C1)F)F)F)C 3,4-dihydro-2H-pyrano[2,3-b]pyridin-6-yl-[(7S)-2,7-dimethyl-3-(3,4,5-trifluorophenyl)-5,7-dihydro-4H-pyrazolo[3,4-c]pyridin-6-yl]methanone